(N-[4-Amino-5-[3-(3-pyridyl)isoxazol-5-carbonyl]thiazol-2-yl]-4-fluoroanilino)propanamid NC=1N=C(SC1C(=O)C1=CC(=NO1)C=1C=NC=CC1)N(C1=CC=C(C=C1)F)C(C(=O)N)C